4-ethynyl-phenylpentyl-dicyclohexyl-methyl-methanol C(#C)C1=CC=C(C=C1)CCCCCOC(C)(C1CCCCC1)C1CCCCC1